tert-butyl ((2S,3R)-4-((3-(tert-butyl)benzyl)amino)-3-hydroxy-1-phenylbutan-2-yl)carbamate C(C)(C)(C)C=1C=C(CNC[C@H]([C@H](CC2=CC=CC=C2)NC(OC(C)(C)C)=O)O)C=CC1